2-morpholinoquinoline-6-carbaldehyde O1CCN(CC1)C1=NC2=CC=C(C=C2C=C1)C=O